CC=1C(=C(C=2CC3=CC=CC=C3C2C1)N(C1=C(C=CC=C1)C1=CC=CC=2SC3=C(C21)C=CC=C3)C3=C(C=CC=C3)C3=CC=CC=C3)C (dimethylfluorenyl)(biphenylyl)(dibenzothiophenylphenyl)amine